octadec-1-ene C=CCCCCCCCCCCCCCCCC